[Na].CC(C=O)C(C)=O 2-methyl-3-oxobutanal Sodium Salt